3-(4-ethylphenyl)-2-(3,4,5-tris(benzyloxy)phenyl)-2,5-dihydrofuran-2-carboxylic acid C(C)C1=CC=C(C=C1)C=1C(OCC1)(C(=O)O)C1=CC(=C(C(=C1)OCC1=CC=CC=C1)OCC1=CC=CC=C1)OCC1=CC=CC=C1